(S)-3-(1-hydroxy-propan-2-yl)-8-(1-methyl-1H-pyrazol-4-yl)-6-(2-(trifluoromethyl)thiazol-5-yl)pyrido[3,4-d]pyrimidin-4(3H)-one OC[C@H](C)N1C=NC2=C(C1=O)C=C(N=C2C=2C=NN(C2)C)C2=CN=C(S2)C(F)(F)F